C1(CCCCC1)COC=1C(=C(C=C(C1C)C1=C(C=CC(=C1)C)S(=O)(=O)[O-])C1=C(C=CC(=C1)C)S(=O)(=O)[O-])C(=O)N1CC2=CC=C(C=C2CC1)CN(C)C 5-(cyclohexylmethoxy)-4-(6-((dimethylamino) methyl)-1,2,3,4-tetrahydro-isoquinoline-2-carbonyl)-6-methyl-1,3-phenylenedi(4-methylbenzenesulfonate)